C(=CC)CC(C)OCC 2-propenyl-1-methylethyloxyethane